O=C1N(CCC(N1)=O)C=1C=C(C=NC1)CN1CCC(CC1)N1N=C2C=C(C(=CC2=C1)NC(C1=CN=C(C=C1)C(F)(F)F)=O)C(C)(C)O N-(2-(1-((5-(2,4-dioxotetrahydropyrimidin-1(2H)-yl)pyridin-3-yl)methyl)piperidin-4-yl)-6-(2-hydroxypropane-2-yl)-2H-indazol-5-yl)-6-(trifluoromethyl)nicotinamide